3,5-dichlorobromobenzene cyanoethoxy-N,N-diisopropylphosphoramidate C(#N)CCOC(C)(C)N(P(O)(O)=O)C(C)C.ClC=1C=C(C=C(C1)Cl)Br